2,3,4,5,6-pentafluoro-N-(6-fluoro-7-(2-fluoro-6-hydroxyphenyl)-1-(2-isopropyl-4-methylpyridin-3-yl)-2-oxo-1,2-dihydropyrido[2,3-d]pyrimidin-4-yl)benzenesulfonamide FC1=C(C(=C(C(=C1F)F)F)F)S(=O)(=O)NC=1C2=C(N(C(N1)=O)C=1C(=NC=CC1C)C(C)C)N=C(C(=C2)F)C2=C(C=CC=C2O)F